Cl.C(C1=CC=CC=C1)OC1(CC1)C(N)=N 1-(benzyloxy)cyclopropane-1-carboximidamide hydrochloride